(diphenylphosphoryl)-1-(thiophen-3-yl)ethan-1-one C1(=CC=CC=C1)P(=O)(C1=CC=CC=C1)CC(=O)C1=CSC=C1